C(C1=CC=CC=C1)N1N=CC(=C1)C(=O)N[C@H]1C[C@H](CCC1)NC1=CC(=NC2=CC=C(C=C12)Cl)C(F)(F)F 1-benzyl-N-[(1R,3S)-3-{[6-chloro-2-(trifluoromethyl)quinolin-4-yl]amino}cyclohexyl]-1H-pyrazole-4-carboxamide